methylstearoyl L-tryptophanate N[C@@H](CC1=CNC2=CC=CC=C12)C(=O)OC(CCCCCCCCCCCCCCCCCC)=O